C(C)(=O)C1=CC(=NN1C[C@@H](C)NC(OC(C)(C)C)=O)Br tert-butyl N-[(1R)-2-(5-acetyl-3-bromo-pyrazol-1-yl)-1-methyl-ethyl]carbamate